C(C)(C)(C)OC(=O)N1CC(C1)N1C(N(C2=CC=CC=C2C1)CC1=NC=C(C=C1)C=1OC(=NN1)C(F)F)=O 3-(1-((5-(5-(Difluoromethyl)-1,3,4-oxadiazol-2-yl)pyridin-2-yl)methyl)-2-oxo-1,4-dihydroquinazolin-3(2H)-yl)azetidine-1-carboxylic acid tert-butyl ester